C(C)OC(=O)C1=C(N(C2=CC=C(C=C12)OC)C1=CC=C(C=C1)C(C)(C)C)C 1-(4-(tert-butyl)phenyl)-5-methoxy-2-methyl-1H-indole-3-carboxylic acid ethyl ester